[Si](C)(C)(C(C)(C)C)O[C@H]1CN(C[C@H](OCC1)C(N[C@@H](CC1=CC=C(C=C1)C=1C=CC2=C(N(C(O2)=O)C)C1)C#N)=O)C(=O)OC(C)(C)C |o1:8| tert-butyl (2S,6R*)-6-[(tert-butyldimethylsilyl)oxy]-2-{[(1S)-1-cyano-2-[4-(3-methyl-2-oxo-2,3-dihydro-1,3-benzoxazol-5-yl)phenyl]ethyl]carbamoyl}-1,4-oxazocane-4-carboxylate